(R)-N-ethyl-5-fluoro-N-isopropyl-2-((5-(2-(1-((2-methoxyethyl)amino)-4-methylpentan-3-yl)-2,6-diazaspiro[3.4]oct-6-yl)-1,2,4-triazin-6-yl)oxy)benzamide C(C)N(C(C1=C(C=CC(=C1)F)OC1=C(N=CN=N1)N1CC2(CN(C2)[C@H](CCNCCOC)C(C)C)CC1)=O)C(C)C